5-HYDROXYQUINOLINE-3-CARBOXALDEHYDE OC1=C2C=C(C=NC2=CC=C1)C=O